C(C)(C)(C)OC(=O)N1CC(C(CC1)CC#CC1=CC=CC=2N(C(N(C21)C)=O)C2C(NC(CC2)=O)=O)(F)F 4-[3-[1-(2,6-dioxo-3-piperidinyl)-3-methyl-2-oxo-benzoimidazol-4-yl]prop-2-ynyl]-3,3-difluoro-piperidine-1-carboxylic acid tert-butyl ester